(S)-4-(2-(4-(5-chloro-2-propionylphenyl)-5-methoxy-2-oxopyridin-1(2H)-yl)-3-phenylpropionylamino)benzamide ClC=1C=CC(=C(C1)C1=CC(N(C=C1OC)[C@H](C(=O)NC1=CC=C(C(=O)N)C=C1)CC1=CC=CC=C1)=O)C(CC)=O